C(C1=CC=CC=C1)OCC(=O)C1=CC(=C(C=C1)C1=NOC(=N1)C(F)(F)F)F 2-(benzyloxy)-1-(3-fluoro-4-(5-(trifluoromethyl)-1,2,4-oxadiazol-3-yl)phenyl)ethan-1-one